C(C)(=O)[C@H]1[C@](CCC2=CC3=C(C=CC=C3C=C12)O)(C)O (1R,2R)-1-acetyl-2,5-dihydroxy-2-methyl-1,2,3,4-tetrahydroanthracene